ClC=1C=C2C=CC(=NC2=CC1)NC(=O)[C@@H]1CC[C@H](CC1)NC(COC1=CC=C(C=C1)OC(F)(F)F)=O trans-N-(6-chloroquinolin-2-yl)-4-(2-(4-(trifluoromethoxy)phenoxy)acetamido)cyclohexanecarboxamide